S1C2=C(C=C1)C(=CC=C2)N2CCN(CC2)CCCCOC2=CC=C1C=CC(N(C1=C2)C(=O)OCCCCCCCCCCCC)=O dodecyl 7-(4-(4-(benzo[b]thiophen-4-yl)piperazin-1-yl)butoxy)-2-oxoquinoline-1(2H)-carboxylate